(tartaric acid) borate B(O)(O)O.C(C(O)C(O)C(=O)O)(=O)O